N(=[N+]=[N-])C=1C(NC(NC1)=O)=O azido-uracil